trisnonyl trimellitate C(C=1C(C(=O)OCCCCCCCCC)=CC(C(=O)OCCCCCCCCC)=CC1)(=O)OCCCCCCCCC